ClC=1N=C(C=2C(N1)=CN(N2)C)NC=2C=CC=C1CCN(C21)S(=O)(=O)C 5-chloro-2-methyl-N-(1-(methylsulfonyl)indolin-7-yl)-2H-pyrazolo[4,3-d]pyrimidin-7-amine